O=C1NC(CCC1NC1=CC(=C(C=C1)N1CCC(CC1)N1CCC(CC1)C(=O)OC(C)(C)C)F)=O tert-butyl 1'-(4-((2,6-dioxopiperidin-3-yl)amino)-2-fluorophenyl)-[1,4'-bipiperidine]-4-carboxylate